ClC1=CC=C(C2=C1C=CO2)C2(OC1=C(O2)C=CC=C1)C 2-(4-chlorobenzofuran-7-yl)-2-methylbenzo[d][1,3]dioxolane